ClC=1N=C(C2=C(N1)C(=CN2)I)OC 2-chloro-7-iodo-4-methoxy-5H-pyrrolo[3,2-d]pyrimidine